C(C)OC(=O)C1=C(N=C(N1OCCOCC)C1=CC(=CC=C1)C#N)C 2-(3-cyanophenyl)-1-(2-ethoxyethoxy)-4-methyl-1H-imidazole-5-carboxylic acid ethyl ester